3-(4-((8-(benzofuran-7-ylamino)octyl)thio)-1-oxoisoindolin-2-yl)piperidine-2,6-dione O1C=CC2=C1C(=CC=C2)NCCCCCCCCSC2=C1CN(C(C1=CC=C2)=O)C2C(NC(CC2)=O)=O